C(C1=CC=CC=C1)O[C@H]1[C@@H](CCC1)NC(C)(C#C)C (1R,2R)-2-(benzyloxy)-N-(2-methylbut-3-yn-2-yl)cyclopentanamine